N-ethylpyridine C(C)N1CC=CC=C1